ClC1=C(C=C(OCC(=O)NC23CC(C(CC2)(CC3)NC(COC=3C(N(N=CC3)CC(F)(F)F)=O)=O)=O)C=C1)F 2-(4-chloro-3-fluorophenoxy)-N-[3-oxo-4-(2-{[3-oxo-2-(2,2,2-trifluoroethyl)-2,3-dihydropyridazin-4-yl]oxy}acetamido)bicyclo[2.2.2]octan-1-yl]acetamide